(5-methyl-2-oxo-1,3-dioxol-4-yl)methyl ethylsulfanylformate C(C)SC(=O)OCC=1OC(OC1C)=O